3-(indolin-1-ylsulfonyl)-N-(4-methyl-2-((tetrahydrofuran-2-yl)methoxy)phenyl)benzamide N1(CCC2=CC=CC=C12)S(=O)(=O)C=1C=C(C(=O)NC2=C(C=C(C=C2)C)OCC2OCCC2)C=CC1